C(C)N1C(NC2=C(C(=CC=3C2=C1N=CN3)CN3CCN(CC3)C=3C=CCN(C3C)[C@@H]3COCCC3)F)=O (S)-5-(4-((3-ethyl-9-fluoro-2-oxo-2,3-dihydro-1H-pyrimido[4,5,6-de]quinazolin-8-yl)methyl)piperazin-1-yl)-6-methyl-N-(tetrahydro-2H-pyran-3-yl)pyridine